di(2-ethylhexyl) peroxycarbonate C(OCC(CCCC)CC)(=O)OOCC(CCCC)CC